nitrogen ε-(tert-butoxycarbonyl)-L-lysine nitrogen [N].C(C)(C)(C)OC(=O)C(CCC[C@H](N)C(=O)O)N.[N]